2-Acetamido-2-(pyrazin-2-ylmethyl)malonic acid diethyl ester C(C)OC(C(C(=O)OCC)(CC1=NC=CN=C1)NC(C)=O)=O